1-{1-Acetyl-6'-benzyl-1',2'-dihydrospiro[azetidine-3,3'-indole]-1'-yl}-2-[(2R,5R)-2-(methoxymethyl)-5-methylpiperazin-1-yl]ethan-1-one hydrochloride salt Cl.C(C)(=O)N1CC2(CN(C3=CC(=CC=C23)CC2=CC=CC=C2)C(CN2[C@H](CN[C@@H](C2)C)COC)=O)C1